BrC1=[N+](C=C(C(=C1)[N+](=O)[O-])NCC1(CC1)OC)[O-] 2-bromo-5-(((1-methoxycyclopropyl)methyl)amino)-4-nitropyridine-1-oxide